3-butyl-1-methyl-1H-imidazol-3-ium C(CCC)[N+]1=CN(C=C1)C